N-(3-chloro-2-fluorophenyl)-2H-[1,3]dioxolo[4,5-g]quinazolin-8-amine ClC=1C(=C(C=CC1)NC1=NC=NC=2C=C3C(=CC12)OCO3)F